FC(C=1C=NC(=NC1)N1C[C@@H](CC1)NC(O[C@H](CC1=CNC(C(=C1)C(F)(F)F)=O)C)=O)(F)F (S)-1-(6-Oxo-5-(trifluoromethyl)-1,6-dihydropyridin-3-yl)propan-2-yl ((R)-1-(5-(trifluoromethyl)pyrimidin-2-yl)pyrrolidin-3-yl)carbamate